N1C(=NC=C1)C(C(C(C)(C)C)=O)OC1=CC=C(C=C1)Cl 1-imidazolyl-1-(4-chlorophenoxy)-3,3-dimethylbutan-2-one